FC1(CC2(C1)C[C@@H](N(CC2)CC2=C1C=CNC1=C(C=C2OC)C)C2=C(C=C(C(=O)O)C=C2)N2CCCC2)F 4-[(6R)-2,2-difluoro-7-[(5-methoxy-7-methyl-1H-indol-4-yl)methyl]-7-azaspiro[3.5]nonan-6-yl]-3-(pyrrolidin-1-yl)benzoic acid